BrC=1C=CC=C2C=C(COC12)C(=O)N[C@H]1CCOC2=CC=CC=C12 (S)-8-bromo-N-(chroman-4-yl)-2H-chromene-3-carboxamide